C(C)(C)(C)OC(=O)N1CC=C(CC1)B1OC(C)(C)C(C)(C)O1 N-t-butoxycarbonyl-1,2,5,6-tetrahydropyridine-4-boronic acid pinacol ester